COC1=C(C(=CC=C1)OC)B1OC(C)(C)C(C)(C)O1 2,6-dimethoxyphenylboronic acid pinacol ester